C1(CC1)C=1C(=C2C=CN(C2=C(C1)C)C(=O)OC(C)(C)C)CN1[C@@H](CN(CC1)CC(F)F)C1=CC=C(C=C1)C(=O)OC tert-Butyl 5-cyclopropyl-4-(((2R)-4-(2,2-difluoroethyl)-2-(4-(methoxycarbonyl)phenyl)piperazin-1-yl)methyl)-7-methylindole-1-carboxylate